FC1=CC=C(C=C1)COC1=C(C(=NN1C(=O)C1=CSC=C1)C1CN(CCC1C)C(CN1CCOCC1)=O)C#N 5-[(4-fluorophenyl)methoxy]-3-{4-methyl-1-[2-(morpholin-4-yl)acetyl]piperidin-3-yl}-1-(thiophene-3-carbonyl)-1H-pyrazole-4-carbonitrile